C(C)(=O)C1=NC2=CC=CC=C2C(=C1)C1=CC=CC=C1 2-acetyl-4-phenylquinoline